Cl.FC(C1=CC=C(C=C1)N1CC(CC2=NC=CC=C12)N)(F)F 1-(4-(trifluoromethyl)phenyl)-1,2,3,4-tetrahydro-1,5-naphthyridine-3-amine hydrochloride